5-(benzyloxy)-8-methyl-2-(3-methyl-1-benzofuran-2-yl)quinazoline-4-carboxylic acid methyl ester COC(=O)C1=NC(=NC2=C(C=CC(=C12)OCC1=CC=CC=C1)C)C=1OC2=C(C1C)C=CC=C2